2,5-di(4-hydroxybenzoyl)furan OC1=CC=C(C(=O)C=2OC(=CC2)C(C2=CC=C(C=C2)O)=O)C=C1